Cl.N1=CN=CC=C1N Pyrimidine-6-amine hydrochloride